F[C@@H]1C[C@H](N(C1)C(=O)C=1C=2N(C=CC1)C(NN2)=O)C(=O)N[C@H](C2=CC=C(C=C2)C(C)C)C2=CC=CC=C2 (2S,4R)-4-fluoro-1-{3-oxo-2H,3H-[1,2,4]triazolo[4,3-a]pyridine-8-carbonyl}-N-[(S)-phenyl[4-(propan-2-yl)phenyl]methyl]pyrrolidine-2-carboxamide